(R,S)-tert-Butyl 1-oxa-9-azadispiro[2.0.34.43]undecane-9-carboxylate O1C[C@@]12C1(CCC1)CN(CC2)C(=O)OC(C)(C)C